C(C)(=O)N1CC=2N(CC1)C(=CC2)C(=O)N[C@H](C(=O)NC2=CC=C(C=C2)C=2C(=[N+](C=CC2C(F)(F)F)[O-])C)C2CCCCC2 (S)-3-(4-(2-(2-acetyl-1,2,3,4-tetrahydropyrrolo[1,2-a]pyrazine-6-carboxamido)-2-cyclohexylacetamido)phenyl)-2-methyl-4-(trifluoromethyl)pyridine 1-oxide